(S)-(4-(4-fluorobenzo[d]thiazol-2-yl)-6,7-dihydro-1H-imidazo[4,5-c]pyridin-5(4H)-yl)(2-(1-hydroxycyclobutyl)-4-(trifluoromethyl)oxazol-5-yl)methanone FC1=CC=CC2=C1N=C(S2)[C@H]2N(CCC1=C2N=CN1)C(=O)C1=C(N=C(O1)C1(CCC1)O)C(F)(F)F